COC1=C2CCCC2=C(C=C1CCN)OC 2-(4,7-dimethoxy-2,3-dihydro-1H-inden-5-yl)ethanamine